(S)-(5-(1-amino-5-methoxy-1,3-dihydrospiro[indene-2,4'-piperidine]-1'-yl)-6-oxo-1,6-dihydropyrazin-2-yl)silver N[C@@H]1C2=CC=C(C=C2CC12CCN(CC2)C2=NC=C(NC2=O)[Ag])OC